2-ethylphenyl-2-((R)-3-(5-(5,6,7,8-tetrahydro-1,8-naphthyridin-2-yl)pentyloxy)pyrrolidin-1-yl)acetic acid C(C)C1=C(C=CC=C1)C(C(=O)O)N1C[C@@H](CC1)OCCCCCC1=NC=2NCCCC2C=C1